FC(CN1N=CC=2C1=NC(=NC2)N2CC1(C2)CN(CC1)C1=CC(=NC=C1)C(F)(F)F)F 2-[1-(2,2-difluoroethyl)-1H-pyrazolo[3,4-d]pyrimidin-6-yl]-6-[2-(trifluoromethyl)pyridin-4-yl]-2,6-diazaspiro[3.4]octane